C(C1=CC=CC=C1)NC(OC1=CC2=CC=C(C(=C2C(=C1)C1=C(C=2N=C(N=C(C2C=N1)N1CCOCCC1)OC[C@]12CCCN2C[C@@H](C1)F)F)C#C)F)=O 5-ethynyl-6-fluoro-4-(8-fluoro-2-(((2R,7aS)-2-fluorotetrahydro-1H-pyrrolizin-7a(5H)-yl)methoxy)-4-(1,4-oxazepan-4-yl)pyrido[4,3-d]pyrimidin-7-yl)naphthalen-2-yl benzylcarbamate